FC1=C(C=CC(=C1)F)N1N=CC=2C1=NC(=NC2O)CC2(CC2)C#N 1-[[1-(2,4-difluorophenyl)-4-hydroxy-pyrazolo[3,4-d]pyrimidin-6-yl]methyl]cyclopropanecarbonitrile